C(C)C1CN(CC1)C(=O)C=1C2=C(SC1NC(C1=CN=CC=C1)=O)CCCC2 N-(3-(3-ethylpyrrolidine-1-carbonyl)-4,5,6,7-tetrahydro-benzo[b]thiophen-2-yl)nicotinamide